8-cyclopentyl-6-hydroxymethyl-5-methyl-2-(5-piperazin-1-yl-pyridin-2-ylamino)-8H-pyrido[2,3-d]Pyrimidin-7-one C1(CCCC1)N1C(C(=C(C2=C1N=C(N=C2)NC2=NC=C(C=C2)N2CCNCC2)C)CO)=O